2-(2-Cyclopropyl-7-isopropyl-4-oxofuro[2,3-d]pyridazin-5(4H)-yl)-N-((1s,3s)-3-hydroxy-3-methylcyclobutyl)acetamide C1(CC1)C1=CC2=C(C(=NN(C2=O)CC(=O)NC2CC(C2)(C)O)C(C)C)O1